OCC(C1=CC(=CC=C1)OC)NC(C)=O N-(2-hydroxy-1-(3-methoxyphenyl)ethyl)acetamide